3-(3-fluorophenyl)-5-(trifluoromethyl)-pyrazolo[1,5-a]pyridin-2-amine FC=1C=C(C=CC1)C=1C(=NN2C1C=C(C=C2)C(F)(F)F)N